5,5-DIMETHYL-1,3-DIOXANE-2-PROPIONALDEHYDE CC1(COC(OC1)CCC=O)C